OC1CNCCC1CO 3-hydroxyl-4-Hydroxymethylpiperidine